4(S)-(4-hydroxyphenyl)-3(R)-(3(R)-hydroxy-3-phenylpropyl)-1-(4-methoxyphenyl)-2-azetidinone OC1=CC=C(C=C1)[C@@H]1[C@H](C(N1C1=CC=C(C=C1)OC)=O)CC[C@H](C1=CC=CC=C1)O